OCCC1=CC=C(C=N1)N1C[C@H](CCC1)C(C1=CC(=NC=C1)C)NCC=1N(C2=CC=CC=C2C(C1)=O)C {[(3S)-1-[6-(2-hydroxyethyl)pyridin-3-ylpiperidin-3-yl][(2-methylpyridin-4-yl)methyl]amino]methyl}-1-methyl-1,4-dihydroquinolin-4-one